2-(3,4-dichlorophenoxy)-N-(3-{4-[(3S)-3-(trifluoromethoxy)pyrrolidine-1-carbonyl]-1H-pyrazol-1-yl}bicyclo[1.1.1]pentan-1-yl)acetamide ClC=1C=C(OCC(=O)NC23CC(C2)(C3)N3N=CC(=C3)C(=O)N3C[C@H](CC3)OC(F)(F)F)C=CC1Cl